C1(=CC=CC2=CC=CC=C12)OCC1C2C=CC(C1)C2=O 5-naphthyloxymethyl-7-oxo-bicyclo[2.2.1]Hept-2-ene